FC1=C(C(=O)O)C(=CC(=C1OC)OC)[N+](=O)[O-] 2-fluoro-3,4-dimethoxy-6-nitrobenzoic acid